C(C)(=O)C1=NN(C2=CC=C(C=C12)C=1C=NC(=NC1)OC1CS(C1)(=O)=O)CC(=O)N1[C@@H]2C[C@@]2(C[C@H]1C(=O)NC1=NC(=CC=C1C)Br)C (1R,3S,5R)-2-(2-(3-acetyl-5-(2-((1,1-dioxidothietan-3-yl)oxy)pyrimidin-5-yl)-1H-indazol-1-yl)acetyl)-N-(6-bromo-3-methylpyridin-2-yl)-5-methyl-2-azabicyclo[3.1.0]hexane-3-carboxamide